FC1=CC=C(C=C1)C1=NC=C(C#N)C(=C1)C1=NN(C=C1)C 6-(4-fluorophenyl)-4-(1-methyl-1H-pyrazol-3-yl)nicotinonitrile